C(CCCCCCCCCCCCC)N n-Tetradecylamin